NC1C(CN(C1)C1=NC=2CCC(CC2C=C1)NC(=O)C1=CC2=C(N=N1)N(C=C2Cl)CC)(C)CF N-{2-[4-amino-3-(fluoromethyl)-3-methylpyrrolidin-1-yl]-5,6,7,8-tetrahydroquinolin-6-yl}-5-chloro-7-ethyl-7H-pyrrolo[2,3-c]pyridazine-3-carboxamide